ClC1=NC(=NC(=C1)C#N)N1CCN(CC1)S(=O)(=O)C1=CC=C(C=C1)NC(OC(C)(C)C)=O tert-butyl (4-((4-(4-chloro-6-cyanopyrimidin-2-yl)piperazin-1-yl)sulfonyl)phenyl)carbamate